(2-(7-(2-((4-fluorophenyl)ethynyl)-4-(3-(imidazo[1,2-a]pyridin-7-ylmethyl)ureido)phenyl)-2-methyl-4-oxoquinazolin-3(4H)-yl)ethyl)carbamate FC1=CC=C(C=C1)C#CC1=C(C=CC(=C1)NC(=O)NCC1=CC=2N(C=C1)C=CN2)C2=CC=C1C(N(C(=NC1=C2)C)CCNC([O-])=O)=O